6-(4-bromophenyl)-2H-pyran BrC1=CC=C(C=C1)C1=CC=CCO1